1-(4-(trifluoromethoxy)phenyl)cyclobutan-1-ol FC(OC1=CC=C(C=C1)C1(CCC1)O)(F)F